NC1=C2C(=C3C(=N1)CCC3)N(C(=N2)CCOC)CC(CO)(CO)C 2-((4-amino-2-(2-methoxyethyl)-7,8-dihydrocyclopenta[b]imidazo[4,5-d]pyridin-1(6H)-yl)methyl)-2-methylpropane-1,3-diol